2,3-dioxohexanoate O=C(C(=O)[O-])C(CCC)=O